2-cyano-1-(2-(dimethylamino)-3-phenylpropyl)-3-(3-fluorophenethyl)guanidine C(#N)N=C(NCC(CC1=CC=CC=C1)N(C)C)NCCC1=CC(=CC=C1)F